The molecule is the methyl ester of 5-(hydroxymethyl)pyrrolidine-3-carboxylic acid. It has a role as a metabolite. It is a member of pyrrolidines, a primary alcohol, a beta-amino acid ester, a methyl ester and a secondary amino compound. COC(=O)C1CC(NC1)CO